2-((4-(6-((4-Cyano-2-fluorobenzyl)oxy)pyridin-2-yl)piperidin-1-yl)methyl)-4-(ethoxy-1,1-d2)-1-methyl-1H-benzo[d]imidazole-6-carboxylic acid C(#N)C1=CC(=C(COC2=CC=CC(=N2)C2CCN(CC2)CC2=NC3=C(N2C)C=C(C=C3OC(C)([2H])[2H])C(=O)O)C=C1)F